2-(2,6-dioxopiperidin-3-yl)-4-(2-(2-(2-hydroxyethoxy)ethoxy)ethoxy)isoindoline-1,3-dione O=C1NC(CCC1N1C(C2=CC=CC(=C2C1=O)OCCOCCOCCO)=O)=O